CC1=C(OC2=C(C=C(C=C2C1=O)C)[C@@H](C)NC=1C(=NC=CC1)C#N)C=1C=NN(C1)C 3-[[(1R)-1-[3,6-Dimethyl-2-(1-methylpyrazol-4-yl)-4-oxo-chromen-8-yl]ethyl]amino]pyridine-2-carbonitrile